O=C1NC(CCC1N1C(N(C2=C1C=CC=C2C2CN(CC2)C(=O)OC(C)(C)C)C)=O)=O tert-butyl 3-[1-(2,6-dioxopiperidin-3-yl)-3-methyl-2-oxo-1,3-benzodiazol-4-yl]pyrrolidine-1-carboxylate